5-iodoindole-2,3-dione IC=1C=C2C(C(NC2=CC1)=O)=O